C1(CC1)C=1C(=CC(=C(C1)NC=1N=C(C2=C(N1)NC=C2)NC=2C(=C1N=CC=NC1=CC2)P(C)(C)=O)OC)N2CCN(CC2)C (6-((2-((5-cyclopropyl-2-methoxy-4-(4-methylpiperazin-1-yl)phenyl)amino)-7H-pyrrolo[2,3-d]pyrimidin-4-yl)amino)quinoxalin-5-yl)dimethyl-phosphine oxide